ClC=1C=CC(=C(C1)NC=1N(C2=NC(=NC=C2N1)NC1CCOCC1)C1CCC(CC1)C(=O)N)F (1s,4s)-4-(8-(5-chloro-2-fluorophenylamino)-2-(tetrahydro-2H-pyran-4-ylamino)-9H-purin-9-yl)cyclohexanecarboxamide